C(C)NC1CCCCC1NCC N,N'-bis-ethyl-1,6-cyclohexane-diamine